N1-(3-methylbutan-2-yl)-N1-((3-methylpyridin-2-yl)methyl)oxalamide CC(C(C)N(C(C(=O)N)=O)CC1=NC=CC=C1C)C